3-methylthieno[2,3-b]pyrazine-6-carboxamide CC1=CN=C2C(=N1)SC(=C2)C(=O)N